NC1=NC(=NC=C1)C=1N=C(SC1)NC1=C(C=CC(=C1)C#CC1=CC=C(C=C1)CN(C)C)C 4-(4-Aminopyrimidin-2-yl)-N-(5-((4-((dimethylamino)methyl)phenyl)ethynyl)-2-methylphenyl)thiazol-2-amine